3-morpholinopropyl 3-(7-(3,4-dimethoxyphenyl)pyrazolo[1,5-a]pyrimidine-2-carboxamido)bicyclo[1.1.1]pentane-1-carboxylate COC=1C=C(C=CC1OC)C1=CC=NC=2N1N=C(C2)C(=O)NC21CC(C2)(C1)C(=O)OCCCN1CCOCC1